4-(1-(2-Methyl-prop-2-yl)-3,4-dihydro-1H-isoquinolin-2-yl)-4-oxo-N-[[3-(trifluoromethyl)phenyl]methyl]butyric acid amide CC(C)(C)C1N(CCC2=CC=CC=C12)C(CCC(=O)NCC1=CC(=CC=C1)C(F)(F)F)=O